C(C)(C)N(C(=S)OCC)CC isopropyl-ethyl-thiourethane